C(#N)[C@H]1N(CCC1)C1=CC2=C(N(C=N2)C2=CC=C(C(=N2)N2N=C(C=C2C)C#N)C(C)O)C=C1 1-[6-[5-[(2S)-2-cyano-pyrrolidin-1-yl]benz-imidazol-1-yl]-3-(1-hydroxyethyl)-2-pyridyl]-5-methyl-pyrazole-3-carbonitrile